[2H]C(C=1N(C=CC1)S(=O)(=O)C1=CC=C(C=C1)C)(C1=CC(=CC=C1)F)[2H] 2-[dideuterio-(3-fluorophenyl)methyl]-1-(p-tolylsulfonyl)pyrrole